C(C1=CC=CC=C1)N1N=CC(=C1)CN1C(C2(CN(C2)C(=O)[C@@H]2C(C2)(C)C)[C@@H](C1)C(=O)N1C(OC[C@H]1C1=CC=CC=C1)=O)=O (R)-3-((S)-6-((1-benzyl-1H-pyrazol-4-yl)methyl)-2-((S)-2,2-dimethylcyclopropane-1-carbonyl)-5-oxo-2,6-diazaspiro[3.4]octane-8-carbonyl)-4-phenyloxazolidin-2-one